CC1(OB(OC1(C)C)C1=CC=C(C=C1)S(=O)(=O)N)C 4-(4,4,5,5-tetramethyl-1,3,2-dioxaborolan-2-yl)benzenesulfonamide